1-[(2S)-2-amino-3,3-dimethyl-butanoyl]-4-hydroxy-N-[(1S)-1-[4-(4-methylthiazol-5-yl)phenyl]ethyl]pyrrolidine-2-carboxamide N[C@H](C(=O)N1C(CC(C1)O)C(=O)N[C@@H](C)C1=CC=C(C=C1)C1=C(N=CS1)C)C(C)(C)C